2-(3-(2,4,5-trifluorobenzyl)-4-(6-chloro-2-methyl-2H-indazol-5-ylamino)-2,3-dihydro-2,6-dioxopyrimidin-1(6H)-yl)-N-((1-aminocyclopropyl)methyl)acetamide FC1=C(CN2C(N(C(C=C2NC2=CC3=CN(N=C3C=C2Cl)C)=O)CC(=O)NCC2(CC2)N)=O)C=C(C(=C1)F)F